4-Bromo-6-fluoro-5-iodo-1H-indazole BrC1=C2C=NNC2=CC(=C1I)F